tert-Butyl N-[3-cyano-7-fluoro-4-[5-fluoro-3-[[(2S,4S)-4-methoxy-1-methyl-pyrrolidin-2-yl]methoxy]-7,9-dihydrofuro[3,4-f]quinazolin-6-yl]thieno[3,2-c]pyridin-2-yl]carbamate C(#N)C1=C(SC2=C1C(=NC=C2F)C=2C1=C(C=3C=NC(=NC3C2F)OC[C@H]2N(C[C@H](C2)OC)C)COC1)NC(OC(C)(C)C)=O